BrC1=NN(C(=C1)CC(C)C)C=1C=C(C=CC1)O 3-(3-bromo-5-isobutylpyrazol-1-yl)phenol